C12(CC3CC(CC(C1)C3)C2)NCCCCCC(=O)NCC=2C=3C1=C(C(N(C1=CC2)C2C(NC(CC2)=O)=O)=O)C=CC3 6-((adamantan-1-yl)amino)-N-((1-(2,6-dioxopiperidin-3-yl)-2-oxo-1,2-dihydrobenz[cd]indol-6-yl)methyl)hexanamide